N,N-diethylpyridine-2-amide C(C)N(C(=O)C1=NC=CC=C1)CC